OC1=CC=C(C=C1)C(C=O)C p-hydroxyphenylpropionaldehyde